C(C)(C)(C)OC(=O)N1CCC(CC1)N(C)CCCO 4-[3-hydroxypropyl-(methyl)amino]Piperidine-1-carboxylic acid tert-butyl ester